dimethyl (2S)-2-aminobutanedioate N[C@H](C(=O)OC)CC(=O)OC